Cl.CC=1N=C2N(N=C(C=C2C)C=2C=CC(=C(C2)O)C=2N=NC(=CC2)C2CN(C2)C2CCOCC2)C1 5-(2,8-dimethylimidazo[1,2-b]pyridazin-6-yl)-2-(6-(1-(tetrahydro-2H-pyran-4-yl)azetidin-3-yl)pyridazin-3-yl)phenol hydrochloride